6-[[2-(3-chloro-2-pyridyl)-5-(difluoromethoxy)pyrazole-3-carbonyl]amino]-5-methyl-1H-indazole-7-carboxamide ClC=1C(=NC=CC1)N1N=C(C=C1C(=O)NC1=C(C=C2C=NNC2=C1C(=O)N)C)OC(F)F